O[C@H]1CN(CC1)C(=O)OCC1=CC=CC=C1 (R)-benzyl 3-hydroxypyrrolidine-1-carboxylate